ClC=1N=C(SC1Cl)OC1=CC(=C(C=C1C)C(=N)N(C)CC)C {4-[(4,5-dichloro-1,3-thiazol-2-yl)oxy]-2,5-dimethylphenyl}-N-ethyl-N-methylformamidine